diethylene glycol monononyl ether tert-butyl-4-(4-((5-((2-bromo-6-chlorophenyl)carbamoyl)-4-methoxypyrimidin-2-yl)amino)-2-methylphenoxy)piperidine-1-carboxylate C(C)(C)(C)C1N(CCC(C1)OC1=C(C=C(C=C1)NC1=NC=C(C(=N1)OC)C(NC1=C(C=CC=C1Cl)Br)=O)C)C(=O)OCCOCCOCCCCCCCCC